C(CCC)C1=NC2(C(N1C(C1=CC(=C(C=C1)C=1C(=CC=CC1)S(=O)(=O)NC1=NOC(=C1Cl)C)COCC)([2H])[2H])=O)CCCC2 4'-((2-butyl-4-oxo-1,3-diazaspiro[4.4]non-1-en-3-yl)methyl-d2)-N-(4-chloro-5-methylisoxazol-3-yl)-2'-(ethoxymethyl)-[1,1'-biphenyl]-2-sulfonamide